C(C)(C)N1C(=NC(=C1)C(F)(F)F)C1=CC=C(CNC2=C3NC=NC3=NC(=N2)C2=C(C=CC=C2)C(C)C)C=C1 N-(4-(1-isopropyl-4-(trifluoromethyl)-1H-imidazol-2-yl)benzyl)-2-(2-isopropylphenyl)-7H-purin-6-amine